O.C(C)(=O)O.[Ca] calcium acetic acid monohydrate